ClC=1C=C(C=CC1)C1=CC=C(C=C1)NC(C[C@H]1C[C@H](N(C1)C=1C2=C(N=C(N1)C)C1=C(O2)C=CC=C1)C(=O)O)=O (2S,4R)-4-(2-((3'-chloro-[1,1'-biphenyl]-4-yl)amino)-2-oxoethyl)-1-(2-methylbenzofuro[3,2-d]pyrimidin-4-yl)pyrrolidine-2-carboxylic acid